2-[2-(diethylamino)ethoxy]-3-prop-2-enylbenzaldehyde C(C)N(CCOC1=C(C=O)C=CC=C1CC=C)CC